4-methylthio-2-hydroxybutyryl-CoA CSCCC(C(=O)SCCNC(CCNC([C@@H](C(COP(OP(OC[C@@H]1[C@H]([C@H]([C@@H](O1)N1C=NC=2C(N)=NC=NC12)O)OP(=O)(O)O)(=O)O)(=O)O)(C)C)O)=O)=O)O